5-(4-((5-methyl-2,8-dioxa-5-azaspiro[3.5]nonan-6-yl)methoxy)phenyl)-2-oxo-6-(trifluoromethyl)-1,2-dihydropyridine-3-carboxamide CN1C2(COC2)COCC1COC1=CC=C(C=C1)C=1C=C(C(NC1C(F)(F)F)=O)C(=O)N